tert-butyl (1R,2S,5S)-2-{[(2S)-1-carbamoyl-1-hydroxy-3-[(3S)-2-oxopyrrolidin-3-yl]propan-2-yl]carbamoyl}-6,6-dimethyl-3-azabicyclo[3.1.0]hexane-3-carboxylate C(N)(=O)C([C@H](C[C@H]1C(NCC1)=O)NC(=O)[C@@H]1[C@H]2C([C@H]2CN1C(=O)OC(C)(C)C)(C)C)O